methyl (R)-2-(2-hydroxypropionamido)-6-methoxyisonicotinate O[C@@H](C(=O)NC=1C=C(C(=O)OC)C=C(N1)OC)C